[NH4+].[Pt+2].ClC=1C=C(C=CC1)N1N=CC(=C1)C(C(=O)NC1=NNC(=C1)C1C(C1)(F)F)C 2-(1-(3-chlorophenyl)-1H-pyrazol-4-yl)-N-(5-(2,2-difluorocyclopropyl)-1H-pyrazol-3-yl)propanamide Platinum ammonium salt